BrCCC=1OC=CC1 2-bromo-1-(furan-2-yl)ethane